(S)-methyl 2-((S)-2-((tert-butoxycarbonyl) amino)-3-cyclopropylpropanamido)-3-((S)-2-oxopyrrolidin-3-yl)propanoate C(C)(C)(C)OC(=O)N[C@H](C(=O)N[C@H](C(=O)OC)C[C@H]1C(NCC1)=O)CC1CC1